BrC1=CN(C2=C1C(=NC=C2)N2C[C@H](N(CC2)C(=O)OC(C)(C)C)C)C2=CC(=CC(=C2)F)F tert-Butyl (R)-4-(3-bromo-1-(3,5-difluorophenyl)-1H-pyrrolo[3,2-c]pyridin-4-yl)-2-methylpiperazine-1-carboxylate